NC1=NNC2=CC(=CC=C12)C1=C(C=C(C=C1)C=1C(=C(C(N(C1)C1=CC=C(C=C1)F)=O)C(=O)N)OCC)F (4-(3-amino-1H-indazol-6-yl)-3-fluorophenyl)-4-ethoxy-1-(4-fluorophenyl)-2-keto-1,2-dihydropyridine-3-carboxamide